6-(tetrahydro-pyran-4-yl)-2-methyl-3-(4-methoxybenzyl)-7,8-dihydro-6H-[1,6]naphthyridin-5-one O1CCC(CC1)N1C(C=2C=C(C(=NC2CC1)C)CC1=CC=C(C=C1)OC)=O